COC1=CC=C(CN(CC2=CC=C(C=C2)OC)CC2CC2)C=C1 1-{[Bis(4-methoxybenzyl)amino]methyl}cyclopropane